2-((S)-2,6-dioxopiperidin-3-yl)-1-oxoisoindole-5-Formamide O=C1NC(CC[C@@H]1N1C(C2=CC=C(C=C2C1)C(=O)N)=O)=O